7-(6-(2-azabicyclo[4.1.0]heptane-2-carbonyl)naphthalen-1-yl)-2-(2,2-difluoroethyl)-5,6,7,8-tetrahydro-[1,2,4]triazolo[4,3-a]pyrazin-3(2H)-one C12N(CCCC2C1)C(=O)C=1C=C2C=CC=C(C2=CC1)N1CC=2N(CC1)C(N(N2)CC(F)F)=O